C1(CCC1)OC1=CC(=NC(=C1)S(=O)(=O)C)NC1=C(C=NC(=C1)NC(C)=O)C1=NC=C(C=C1)C(C)(C)O N-(4'-((4-cyclobutoxy-6-(methylsulfonyl)pyridin-2-yl)amino)-5-(2-hydroxypropan-2-yl)-[2,3'-bipyridin]-6'-yl)acetamide